CS(=O)(=O)OCC[C@@H]1COC2=C(C=C3C(=NC=NC3=C2)NC2=C(C(=CC=C2)Br)F)O1 |r| (±)-2-[4-(3-Bromo-2-fluoroanilino)-7,8-dihydro[1,4]dioxino[2,3-g]quinazolin-7-yl]ethyl methanesulfonate